methyl 2-(6-chloro-1-(cyclopropylmethyl)-1H-pyrrolo[2,3-b]pyridin-2-yl)-5-methoxy-3-methylimidazo[1,2-a]pyridine-7-carboxylate ClC1=CC=C2C(=N1)N(C(=C2)C=2N=C1N(C(=CC(=C1)C(=O)OC)OC)C2C)CC2CC2